BrC=1C=C(C=CC1)[Se]C1=C(C=C(C=C1)C)C1=C(C=CC=C1)NC(C1=NC=CC=C1)=O N-(2'-((3-bromophenyl)selanyl)-5'-methyl-[1,1'-biphenyl]-2-yl)picolinamide